[C-]#N.C(C)[NH+]1CCC(CC1)C 1-ethyl-4-methylpiperidinium cyanide